5-(4-((2-(3-ethylureido)-6-methoxypyridin-4-yl)methyl)piperazin-1-yl)-N,6-dimethylpicolinamide C(C)NC(NC1=NC(=CC(=C1)CN1CCN(CC1)C=1C=CC(=NC1C)C(=O)NC)OC)=O